manganic acetate C(C)(=O)[O-].[Mn+3].C(C)(=O)[O-].C(C)(=O)[O-]